oleyl phosphate-sodium salt [Na+].P(=O)(OCCCCCCCC\C=C/CCCCCCCC)([O-])[O-].[Na+]